2-((S)-1-acryloyl-4-((R)-6'-oxo-3,4,5',8'-tetrahydro-2H,6'H-spiro[naphthalene-1,7'-pyrido[3,2-d]pyrimidin]-4'-yl)piperazin-2-yl)acetonitrile C(C=C)(=O)N1[C@H](CN(CC1)C=1C2=C(N=CN1)C[C@]1(C(N2)=O)CCCC2=CC=CC=C21)CC#N